methoxy-1,6-dimethylergoline-8-methanol COC1(CN([C@@H]2CC3=CN(C4=CC=CC([C@H]2C1)=C34)C)C)CO